ClC1=C(C=CC=C1)C1=NOC(=C1COC1C[C@H]2CC[C@@H](C1)N2C2=NC=C(C#N)C=C2)C2CC2 6-((1R,3R,5S)-3-((3-(2-chlorophenyl)-5-cyclopropylisoxazol-4-yl)methoxy)-8-azabicyclo[3.2.1]octan-8-yl)nicotinonitrile